C(C)(C)(C)OC(=O)N1C(=CC2=CC=C(C=C12)C)B(O)O (1-tert-butoxycarbonyl-6-methyl-indol-2-yl)boronic acid